5-amino-3-difluoromethyl-1-methyl-1H-benzo[d]imidazol-2(3H)-one NC1=CC2=C(N(C(N2C(F)F)=O)C)C=C1